FC1=C(C(=CC=C1)F)C1=NC=2C(=NNC2C=2C=C(N=C(C2N1)C)N1CCN(CC1)CCF)C 8-(2,6-difluorophenyl)-13-[4-(2-fluoroethyl)piperazin-1-yl]-5,11-dimethyl-3,4,7,9,12-pentazatricyclo[8.4.0.02,6]tetradeca-1(10),2(6),4,7,11,13-hexaene